4'-fluorobiphenyl FC1=CC=C(C=C1)C1=CC=CC=C1